NC1=C(C=C2C(=N1)NC=C2C=2C=C1CN(C(C1=C(C2)OC(F)F)=O)[C@@H](C)C2CC2)C(=O)NC2CC2 (S)-6-amino-N-cyclopropyl-3-(2-(1-cyclopropylethyl)-7-(difluoromethoxy)-1-oxoisoindolin-5-yl)-1H-pyrrolo[2,3-b]pyridine-5-carboxamide